FC1=C(C=CC=C1)C1=CC(=CN1S(=O)(=O)C=1C=NC=CC1)C=O 5-(2-fluorophenyl)-1-(pyridine-3-ylsulfonyl)-1H-pyrrole-3-carbaldehyde